FC(C=1C=C2CCC(C2=C(C1)F)O)F 5-(difluoromethyl)-7-fluoro-2,3-dihydro-1H-inden-1-ol